N=S(C1=CC=C(C#N)C=C1)(=O)C 4-[imino(methyl)oxo-lambda6-sulfanyl]benzonitrile